4-[5-[(2,6-dibenzyloxy-3-pyridinyl)amino]-3-fluoro-2-pyridinyl]piperidine-1-carboxylic acid tert-butyl ester C(C)(C)(C)OC(=O)N1CCC(CC1)C1=NC=C(C=C1F)NC=1C(=NC(=CC1)OCC1=CC=CC=C1)OCC1=CC=CC=C1